FC1=C2CN(C(C2=CC=C1C1CCN(CC1)CC=1C=C2C(N(C=NC2=CC1)C=1C=NC=CC1)=O)=O)C1C(NC(CC1)=O)=O 3-(4-fluoro-1-oxo-5-(1-((4-oxo-3-(pyridin-3-yl)-3,4-dihydroquinazolin-6-yl)methyl)piperidin-4-yl)isoindolin-2-yl)piperidine-2,6-dione